[C@H]1([C@@H](C([C@H]([C@@H](C1O)O)O)OP(=O)(O)O)O)O 1D-myo-inositol 3-phosphate